trans-4-(((trans-4-(3-Chloro-4-methoxyphenyl)cyclohexyl)methyl)-(3-(1-cyclopropyl-1H-pyrazol-4-yl)phenyl)carbamoyl)cyclohexane-carboxylic acid ClC=1C=C(C=CC1OC)[C@@H]1CC[C@H](CC1)CN(C(=O)[C@@H]1CC[C@H](CC1)C(=O)O)C1=CC(=CC=C1)C=1C=NN(C1)C1CC1